2,6-bis[3-(4-azidophenyl)-2-propenylidene]-4-methylcyclohexanone N(=[N+]=[N-])C1=CC=C(C=C1)C=CC=C1C(C(CC(C1)C)=CC=CC1=CC=C(C=C1)N=[N+]=[N-])=O